CC1=CC=C(C=C1)S(=O)(=O)OC1CN2C3=C(C=CC=C3C1)C=C2 5,6-dihydro-4H-pyrrolo[3,2,1-ij]quinolin-5-yl 4-methylbenzenesulfonate